methyl 4-({3-chloro-4-[(1-methylcyclopropyl) carbamoyl] pyridin-2-yl} amino)-3-cyclopropylbenzoate ClC=1C(=NC=CC1C(NC1(CC1)C)=O)NC1=C(C=C(C(=O)OC)C=C1)C1CC1